6-cyano-N-(5-((2-hydroxyethyl)thio)-1,3,4-thiadiazol-2-yl)-2-(2-methoxyphenyl)nicotinamide C(#N)C1=NC(=C(C(=O)NC=2SC(=NN2)SCCO)C=C1)C1=C(C=CC=C1)OC